3-{[(4-chlorophenyl)methyl]amino}-5-[(2,2-dimethyl-1,3-dioxan-5-yl)amino]pyridine-2-carbonitrile ClC1=CC=C(C=C1)CNC=1C(=NC=C(C1)NC1COC(OC1)(C)C)C#N